2'-chloro-5'-methoxy-6-methyl-N-(5-((1s,3s)-3-(trifluoromethyl)cyclobutane-1-carbonyl)-5,6-dihydro-4H-pyrrolo[3,4-d]thiazol-2-yl)-[4,4'-bipyridine]-3-carboxamide ClC1=NC=C(C(=C1)C1=C(C=NC(=C1)C)C(=O)NC=1SC2=C(N1)CN(C2)C(=O)C2CC(C2)C(F)(F)F)OC